FC1=C(CN2C(C3=NC=CC=C3C2=O)([2H])[2H])C=CC(=C1)C=1C2=CN(N=C2C(=CC1)OCC1OCC1)C 6-(2-fluoro-4-(2-methyl-7-(oxetan-2-ylmethoxy)-2H-indazol-4-yl)benzyl)-6,7-dihydro-5H-pyrrolo[3,4-b]pyridin-5-one-7,7-d2